Cl.C(C1=CC=CC=C1)SN1CCCCC1 (benzylsulfanyl)piperidine hydrochloride